ClCC(CCCl)O 1,4-dichlorobutan-2-ol